ClC=1C=C(CB2OC(C(O2)(C)C)(C)C)C=CC1Cl 2-(3,4-dichlorobenzyl)-4,4,5,5-tetramethyl-1,3,2-dioxaborolane